NC=1N=CC(=NC1OC(C)C1=C(C(=CC=C1F)F)Cl)C=1C=C(C(=O)NCCCN2CCCC2)C=CC1 3-{5-amino-6-[1-(2-chloro-3,6-difluoro-phenyl)-ethoxy]-pyrazin-2-yl}-N-(3-pyrrolidin-1-yl-propyl)-benzamide